FC1(CCN(CC1)C(=O)C=1C=C2C(=NC1)N(C=C2)C2=CC=C(C=C2)CC(=O)O)F 2-(4-(5-(4,4-difluoropiperidine-1-carbonyl)-1H-pyrrolo[2,3-b]pyridin-1-yl)phenyl)acetic acid